benzyl 4-[[1-[2-chloro-4-[[1-methyl-5-[1-(5-nitro-2-pyridyl)-3-(trifluoromethyl)pyrazol-4-yl]imidazole-2-carbonyl]amino]benzoyl]-4-piperidyl]methyl]-3-oxo-piperazine-1-carboxylate ClC1=C(C(=O)N2CCC(CC2)CN2C(CN(CC2)C(=O)OCC2=CC=CC=C2)=O)C=CC(=C1)NC(=O)C=1N(C(=CN1)C=1C(=NN(C1)C1=NC=C(C=C1)[N+](=O)[O-])C(F)(F)F)C